2-((S)-4-(8-fluoro-2-(((S)-1-methylpyrrolidin-2-yl)methoxy)-7-(naphthalen-1-yl)pyrido[4,3-d]pyrimidin-4-yl)piperazin-2-yl)acetonitrile FC1=C(N=CC2=C1N=C(N=C2N2C[C@@H](NCC2)CC#N)OC[C@H]2N(CCC2)C)C2=CC=CC1=CC=CC=C21